methyl 4-chloro-6-(1-methylpyrazol-4-yl)pyridine-3-carboxylate ClC1=C(C=NC(=C1)C=1C=NN(C1)C)C(=O)OC